ClC1=CC=NN1C1=CC(=CC(=C1)C1=NN(C=N1)C)OC 5-chloro-N-(3-methoxy-5-(1-methyl-1H-1,2,4-triazol-3-yl)phenyl)pyrazole